C1(=CC=CC=C1)C1=CC2=C(OC3=C2C=CC=C3)C=C1 2-phenyldibenzo[b,d]Furan